7-amino-8-hydroxy-N-isopropyl-5-(4-(trifluoromethyl)phenyl)-2-naphthamide NC1=CC(=C2C=CC(=CC2=C1O)C(=O)NC(C)C)C1=CC=C(C=C1)C(F)(F)F